COC=1C=CC2=C(NC(=N2)C)C1 6-methoxy-2-methyl-1H-benzimidazol